C1OC2=CC=C(C=C[N+](=O)[O-])C=C2O1 4-methylenedioxy-β-nitrostyrene